FC1=CC=CC(=N1)C(C)N(C(C(=O)O)=O)CC1=NC=C(C=C1)C(F)(F)F 2-((1-(6-fluoropyridin-2-yl)ethyl)((5-(trifluoromethyl)pyridin-2-yl)methyl)amino)-2-oxoacetic acid